C(C)(C)(C)OC(NCCCC[C@@H](C1=NC(=NO1)CC1=CC=CC=C1)N)=O (S)-(5-amino-5-(3-benzyl-1,2,4-oxadiazol-5-yl)pentyl)-carbamic acid tert-butyl ester